COC(N[C@H](C(=O)NC=1C(N(C=CC1)CC1=NC=2C(=NC=CC2C=C(C)C)N1)=O)CC\C=C\C(=O)N(C)C)=O Methyl-(S,E)-(7-(dimethylamino)-1-((1-((7-(2-methylprop-1-en-1-yl)-3H-imidazo[4,5-b]pyridin-2-yl)methyl)-2-oxo-1,2-dihydropyridin-3-yl)amino)-1,7-dioxohept-5-en-2-yl)carbamat